tert-Butyl endo-3-((4-((4-([1,2,4]triazolo[1,5-a]pyridin-7-yloxy)-3-methylphenyl)amino)quinazolin-6-yl)oxy)-8-azabicyclo[3.2.1]octane-8-carboxylate N=1C=NN2C1C=C(C=C2)OC2=C(C=C(C=C2)NC2=NC=NC1=CC=C(C=C21)OC2CC1CCC(C2)N1C(=O)OC(C)(C)C)C